BrC=1C=CC(=C2C=C(N=CC12)Cl)C(=C)CCO[Si](C)(C)C(C)(C)C 8-bromo-5-(4-((tert-butyldimethylsilyl)oxy)but-1-en-2-yl)-3-chloroisoquinoline